C(#N)C1(CC1)C(=O)N1CCC(CC1)C(NS(=O)C(C)(C)C)C1=C(C=C(C(=C1)Cl)Cl)O N-((1-(1-cyanocyclopropanecarbonyl)piperidin-4-yl)(4,5-dichloro-2-hydroxyphenyl)methyl)-2-methylpropane-2-sulfinamide